ClCCC1(CNC1)O 3-(2-chloroethyl)azetidin-3-ol